(5-(1-bromonaphthalen-2-yl)-1,2,4-oxadiazol-3-yl)benzoic acid BrC1=C(C=CC2=CC=CC=C12)C1=NC(=NO1)C1=C(C(=O)O)C=CC=C1